C1(CCCCC1)CO[C@H]([C@@H](C(=O)NC)NC(OC(C)(C)C)=O)C tert-butyl ((2S,3S)-3-(cyclohexylmethoxy)-1-(methylamino)-1-oxobutan-2-yl)carbamate